[Pt].SC(CCCCC)S dimercaptohexane platinum